OC1CCC(CC1)C=1C=C(N(N1)C(C)(C)C)NC1S(C2=C(C1)C=CC=C2)(=O)=O ({5-[(1s,4s)-4-hydroxycyclohexyl]-2-(2-methylpropan-2-yl)pyrazol-3-yl}amino)-2,3-dihydro-1λ6-benzothiophene-1,1-dione